2-((1R,2S)-1-(2-cyanophenyl)-1-(1H-pyrazol-4-yl)propan-2-yl)-5-hydroxy-N-(isoxazol-4-yl)-1-methyl-6-oxo-1,6-dihydropyrimidine-4-carboxamide C(#N)C1=C(C=CC=C1)[C@@H]([C@H](C)C=1N(C(C(=C(N1)C(=O)NC=1C=NOC1)O)=O)C)C=1C=NNC1